1,3-dimethyl-tetraphenyl-disilazane ((5-Hydroxy-4-oxo-3-(4-((phosphonooxy)methoxy)phenyl)-4H-chromen-7-yl)oxy)methyl-dihydrogenphosphate OC1=C2C(C(=COC2=CC(=C1)OCOP(=O)(O)O)C1=CC=C(C=C1)OCOP(=O)(O)O)=O.C[Si](N[Si](C)(C1=CC=CC=C1)C1=CC=CC=C1)(C1=CC=CC=C1)C1=CC=CC=C1